C(C)(C)(C)OC(=O)N1C(=CC2=CC(=CC(=C12)C)OC)CN1[C@@H](CC(CC1)N1CCC1)C1=CC=C(C=C1)C(=O)OC (((2S)-4-(azetidine-1-yl)-2-(4-(methoxycarbonyl)phenyl)piperidin-1-yl)methyl)-5-methoxy-7-methyl-1H-indole-1-carboxylic acid tert-butyl Ester